5-bromo-N-((4,6-dimethyl-2-oxo-1,2-dihydropyridin-3-yl)methyl)-3-(ethyl-d5-(tetrahydro-2H-pyran-4-yl)amino)-2-methylbenzamide BrC=1C=C(C(=C(C(=O)NCC=2C(NC(=CC2C)C)=O)C1)C)N(C1CCOCC1)C(C([2H])([2H])[2H])([2H])[2H]